3-(3-(4-((4-chlorophenyl)amino)piperidin-1-yl)-3-oxopropyl)-7-fluoro-5-methylisoquinolin-1(2H)-one ClC1=CC=C(C=C1)NC1CCN(CC1)C(CCC=1NC(C2=CC(=CC(=C2C1)C)F)=O)=O